ClC=1C=C(C=CC1[S@](=O)C)C(=O)N1[C@H]([C@@H](N(CC1)C1=NC=CC(=C1)Cl)C)C |&1:7| (±)-(3-chloro-4-(methylsulfinyl)phenyl)(4-(4-chloropyridin-2-yl)-trans-2,3-dimethylpiperazin-1-yl)methanone